2-[2-fluoro-5-(2-oxoethyl)phenyl]acetic acid FC1=C(C=C(C=C1)CC=O)CC(=O)O